4,6-dimethylpyridin-3-amine CC1=C(C=NC(=C1)C)N